C1=CC=CC2=CC3=CC=CC=C3C(=C12)CCN(C1=CC=CC=C1)C1=CC=CC=C1 2-(9-anthracenyl)ethyldiphenylamine